ClC1=CC=C(C=C1)[C@H](C(=O)N1CCN(CC1)C=1C2=C(N=CN1)[C@@H](C[C@H]2C)O)CNC2CCOCC2 (S)-2-(4-chlorophenyl)-1-(4-((5R,7R)-7-hydroxy-5-methyl-6,7-dihydro-5H-cyclopenta[d]pyrimidin-4-yl)piperazin-1-yl)-3-(tetrahydro-2H-pyran-4-ylamino)propan-1-one